S1C=CC2=C1C=CC(=C2)N=C=O 1-Benzothiophen-5-ylisocyanat